(7-methoxy-4-(3-phenyl-1-(tetrahydro-2H-pyran-4-yl)-1H-pyrazol-4-yl)quinazolin-6-yl)propanamide COC1=C(C=C2C(=NC=NC2=C1)C=1C(=NN(C1)C1CCOCC1)C1=CC=CC=C1)C(C(=O)N)C